ClC=1C=C(C=CC1F)N1N=CC(=C1)C=1C=C(CNC(OC(C)(C)C)=O)C=C(C1)F tert-Butyl 3-(1-(3-chloro-4-fluorophenyl)-1H-pyrazol-4-yl)-5-fluorobenzylcarbamate